4-(aminomethyl)-N-methylbenzamidine dihydrochloride Cl.Cl.NCC1=CC=C(C(=N)NC)C=C1